OC(C)C=1C(=NC(=CC1)N1C=NC2=C1C=CC(=C2)NC=2N=NC(=CC2)C)C=2C=NN1C2C(NCC1)=O 3-[3-(1-Hydroxyethyl)-6-[5-[(6-methylpyridazin-3-yl)amino]benzimidazol-1-yl]-2-pyridinyl]-6,7-dihydro-5H-pyrazolo[1,5-a]pyrazin-4-one